C1(=CC=C(C=C1)N1/C(/SCC1=O)=N/C(=O)NC1=C(C=C(C=C1)C1=NN(C=N1)C1=CC=C(C=C1)OC(F)(F)F)F)C1=CC=CC=C1 (Z)-1-(3-([1,1'-biphenyl]-4-yl)-4-oxothiazolidin-2-ylidene)-3-(2-fluoro-4-(1-(4-(trifluoromethoxy)phenyl)-1H-1,2,4-triazol-3-yl)phenyl)urea